2-(phenyl-d5)morpholine-5,5-d2 C1(=C(C(=C(C(=C1[2H])[2H])[2H])[2H])[2H])C1CNC(CO1)([2H])[2H]